L-α-hydroxyglutarate disodium salt [Na+].[Na+].O[C@H](C(=O)[O-])CCC(=O)[O-]